N[C@H](CCC1=CNC=N1)C(=O)O D-Homohistidine